C(C1=CC=CC=C1)OCC1=NC2=CC(=C(C=C2C(=N1)OCC(F)(F)F)C1(CCOCC1)O)OC 4-(2-((Benzyloxy)methyl)-7-methoxy-4-(2,2,2-trifluoroethoxy)quinazolin-6-yl)tetrahydro-2H-pyran-4-ol